CN1C[C@H](OCC1)COC=1C=C(C(=O)N[C@H](C)C=2N=NC(=CC2)C(F)(F)F)C=C(C1)C=1SC(=CN1)C 3-{[(2S)-4-methylmorpholin-2-yl]methoxy}-5-(5-methyl-1,3-thiazol-2-yl)-N-{(1R)-1-[6-(trifluoromethyl)pyridazin-3-yl]ethyl}benzamide